6-methyl-8-oxo-1,3,4,8-tetrahydropyrido[2,1-c][1,4]oxazine-9-carboxylic acid methyl ester COC(=O)C=1C(C=C(N2C1COCC2)C)=O